C(C)(C)(C)[Si](OCC1=C(C(=CC(=C1)F)F)F)(C)C tert-Butyldimethyl((2,3,5-trifluorobenzyl)oxy)silane